methyl (R)-4-chloro-3-mercapto-6-(3-methylmorpholino)picolinate ClC1=C(C(=NC(=C1)N1[C@@H](COCC1)C)C(=O)OC)S